CC1(OCC(O1)C1=NC=C(C=N1)NC(=O)[C@H]1O[C@]([C@H]([C@H]1C1=C(C(=C(C=C1)F)C)OCCOC)C)(C(F)(F)F)C)C (2S,3S,4S,5R)-N-(2-(2,2-dimethyl-1,3-dioxolan-4-yl)pyrimidin-5-yl)-3-(4-fluoro-2-(2-methoxyethoxy)-3-methylphenyl)-4,5-dimethyl-5-(trifluoromethyl)tetrahydrofuran-2-carboxamide